methyl (5S)-3-((2-((S)-(1-ethyl-1H-pyrazole-5-carboxamido)((1r,4S)-4-methylcyclohexyl)methyl)imidazo[1,2-b]pyridazin-6-yl)methyl)-2-oxo-5-(trifluoromethyl)pyrrolidine-3-carboxylate C(C)N1N=CC=C1C(=O)N[C@H](C=1N=C2N(N=C(C=C2)CC2(C(N[C@@H](C2)C(F)(F)F)=O)C(=O)OC)C1)C1CCC(CC1)C